8-bromo-4-((1-(3-(difluoromethyl)-2-fluorophenyl)ethyl)amino)-6-(1-(difluoromethyl)cyclopropyl)-2-methylpyrido[3,4-d]pyridazine-1,7(2H,6H)-dione BrC=1C(N(C=C2C(=NN(C(C21)=O)C)NC(C)C2=C(C(=CC=C2)C(F)F)F)C2(CC2)C(F)F)=O